(R,E)-N-(1-(3-cyclopropyl-6-fluoro-2-(4-methyltetrahydro-2H-pyran-4-yl)-4-oxo-3,4-dihydroquinazolin-8-yl)ethylidene)-2-methylpropane-2-sulfinamide C1(CC1)N1C(=NC2=C(C=C(C=C2C1=O)F)\C(\C)=N\[S@](=O)C(C)(C)C)C1(CCOCC1)C